(2S,5S,E)-2-benzyl-5-((tert-butoxycarbonyl)amino)-7-methyloct-3-enoic acid C(C1=CC=CC=C1)[C@H](C(=O)O)\C=C\[C@H](CC(C)C)NC(=O)OC(C)(C)C